N-((S)-(4,4-difluorocyclohexyl)(7-fluoro-5-((S)-2-methoxy-1-((S)-2-oxo-4-(trifluoromethyl)imidazolidin-1-yl)ethyl)benzo[d]-oxazol-2-yl)methyl)-1-methyl-1H-1,2,4-triazole-5-carboxamide FC1(CCC(CC1)[C@H](NC(=O)C1=NC=NN1C)C=1OC2=C(N1)C=C(C=C2F)[C@@H](COC)N2C(N[C@@H](C2)C(F)(F)F)=O)F